4-(3-(4-bromo-1H-pyrazol-1-yl)phenyl)morpholine ethyl-2-(2-((5-(3-(aminomethyl)phenyl)-7-(1,3,5-trimethyl-1H-pyrazol-4-yl)benzofuran-3-yl)methoxy)phenyl)acetate C(C)OC(CC1=C(C=CC=C1)OCC1=COC2=C1C=C(C=C2C=2C(=NN(C2C)C)C)C2=CC(=CC=C2)CN)=O.BrC=2C=NN(C2)C=2C=C(C=CC2)N2CCOCC2